[3-(2,6-dioxo-3-piperidyl)-1-methyl-indazol-6-yl]ammonium chloride [Cl-].O=C1NC(CCC1C1=NN(C2=CC(=CC=C12)[NH3+])C)=O